1-(2-chlorophenyl)-3-methyl-N-((1r,4r)-4-morpholinocyclohex-yl)-1H-thieno[2,3-c]pyrazole-5-carboxamide ClC1=C(C=CC=C1)N1N=C(C2=C1SC(=C2)C(=O)NC2CCC(CC2)N2CCOCC2)C